(R)-N-(2-(azetidin-1-yl)-2-(1-methyl-1H-indol-3-yl)ethyl)-1H-indole-6-sulfonamide N1(CCC1)[C@@H](CNS(=O)(=O)C1=CC=C2C=CNC2=C1)C1=CN(C2=CC=CC=C12)C